C1(=CC=CC=C1)PC1=CC=CC=C1 Bisphenylphosphine